tert-butyl (tert-butoxycarbonyl)(prop-2-yn-1-yl)carbamate C(C)(C)(C)OC(=O)N(C(OC(C)(C)C)=O)CC#C